ClC=1C(=CC(=C(C1)NC(=O)C1CC=2C=NC=CC2N1C(=O)OC(C)(C)C)F)F tert-butyl 2-[(5-chloro-2,4-difluoro-phenyl)carbamoyl]-2,3-dihydropyrrolo[3,2-c]pyridine-1-carboxylate